2-(dimethylamino)-[1,2,4]triazolo[1,5-a]pyridin-8-ol formate salt C(=O)O.CN(C1=NN2C(C(=CC=C2)O)=N1)C